5-[1-(2,3-dimethylphenyl)ethyl]-1-(prop-2-ene-1-sulfonyl)-1H-imidazole CC1=C(C=CC=C1C)C(C)C1=CN=CN1S(=O)(=O)CC=C